(R)-2-(3-(4-Benzylpiperazin-1-yl)-2-methylpropyloxy)-7-chloro-4-(3,3-difluoropiperidin-1-yl)-8-fluoropyrido[4,3-d]pyrimidine C(C1=CC=CC=C1)N1CCN(CC1)C[C@H](COC=1N=C(C2=C(N1)C(=C(N=C2)Cl)F)N2CC(CCC2)(F)F)C